3-chloro-7-fluoro-6-iodo-quinoline-5-carbonitrile ClC=1C=NC=2C=C(C(=C(C2C1)C#N)I)F